ClC=1C=C(C=CC1N1C(N(C=C1)C)=O)C1=C(C(=CC(=C1)F)C=1C=NC=C(C1)N1C[C@H](NCC1)C)O (R)-1-(3-chloro-5'-fluoro-2'-hydroxy-3'-(5-(3-methylpiperazin-1-yl)pyridin-3-yl)-[1,1'-biphenyl]-4-yl)-3-methyl-1H-imidazol-2(3H)-one